NCCC(CC)(S(=O)(=O)O)N aminoethyl-aminopropanesulfonic acid